S(N)(=O)(=O)C=1C=C(C=CC1)NC(=O)C=1C=C2COC(C2=CC1)C(F)(F)F N-(3-sulfamoylphenyl)-1-trifluoromethyl-1,3-dihydroisobenzofuran-5-carboxamide